ClC1=C(C(=O)NC=2SC(=NN2)CCC2=C(C=C(C=C2)Cl)Cl)C=CC=N1 2-chloro-N-(5-(2,4-dichlorophenethyl)-1,3,4-thiadiazol-2-yl)nicotinamide